FCCOCC1=CC=C(C=C1)CO (4-((2-fluoroethoxy)methyl)phenyl)methanol